CSC1=CC=C(C=C1)NC(C)=O N-(4-(methylthio)phenyl)acetamide